O=C1C2(C=3C(=NC=CC3)N1COCC[Si](C)(C)C)CC1=C(N=C(S1)C(=O)OCC)C2 ethyl 2'-oxo-1'-((2-(trimethylsilyl) ethoxy) methyl)-1',2',4,6-tetrahydrospiro[cyclopenta[d]thiazole-5,3'-pyrrolo[2,3-b]pyridine]-2-carboxylate